BrC1=CC=C(C=C1)C=1N=C2N(C=CC=C2)C1CN1CC2C(C1)CN(C2)C(=O)C2CCC2 [5-{[2-(4-Bromophenyl)imidazo[1,2-a]pyridin-3-yl]methyl}hexahydropyrrolo[3,4-c]pyrrol-2(1H)-yl](cyclobutyl)methanone